FC1=CC=C(C=C1)C1=NC(=NO1)C1=CC2=C(N(N=N2)C(C)C)C=C1 5-(4-fluorophenyl)-3-(1-isopropyl-benzotriazol-5-yl)-1,2,4-oxadiazole